N-(4-(4-amino-7-(1-methyl-1H-pyrazol-4-yl)-3-(4-((4-methylpyrimidin-2-yl)oxy)phenyl)thieno[3,2-c]pyridin-2-yl)-2-(trifluoromethyl)phenyl)methacrylamide NC1=NC=C(C2=C1C(=C(S2)C2=CC(=C(C=C2)NC(C(=C)C)=O)C(F)(F)F)C2=CC=C(C=C2)OC2=NC=CC(=N2)C)C=2C=NN(C2)C